4-[4-(2-tricyclo[9.4.0.03,8]pentadeca-1(11),3(8),4,6,12,14-hexaenyl)piperazine-1-carbonyl]-3,4-dihydro-1H-quinolin-2-one C1=2C(C=3C=CC=CC3CCC2C=CC=C1)N1CCN(CC1)C(=O)C1CC(NC2=CC=CC=C12)=O